tert-butyl 4-(3-cyano-2-(4-((6-(trifluoromethyl)pyridin-2-yl)carbamoyl)phenyl)-9,10-dihydro-4H-benzo[d]pyrazolo[1,5-a][1,3]diazepin-7-yl)piperazine-1-carboxylate C(#N)C=1C(=NN2C1NC1=C(CC2)C=C(C=C1)N1CCN(CC1)C(=O)OC(C)(C)C)C1=CC=C(C=C1)C(NC1=NC(=CC=C1)C(F)(F)F)=O